(2,5-dimethyl-pyrrolidinyl)iodoborane CC1N(C(CC1)C)BI